SC(C(=O)OCCOC(C(C)S)=O)C ethylene glycol bis(E-mercaptopropionate)